C(C)OC(C=CC1CCC(CC1)O[Si](C)(C)C(C)(C)C)=O 3-((1R,4R)-4-((tert-butyldimethylsilyl)oxy)cyclohexyl)acrylic acid ethyl ester